2-methyl-1-phenyl-2-(3-trifluoromethyl-1H-pyrazol-1-yl)propan-1-one CC(C(=O)C1=CC=CC=C1)(C)N1N=C(C=C1)C(F)(F)F